Methyl (S)-2-((tert-butoxycarbonyl)amino)-3-((S)-5-oxo-7-oxa-4-azaspiro[2.5]octan-6-yl)propanoate C(C)(C)(C)OC(=O)N[C@H](C(=O)OC)C[C@H]1C(NC2(CC2)CO1)=O